di(t-butylperoxy)benzene 2-methyleneaminopropyl-benzoate C=NC(COC(C1=CC=CC=C1)=O)C.C(C)(C)(C)OOC1=C(C=CC=C1)OOC(C)(C)C